(3S)-N-cyclobutyl-3-{[1-cyclopentyl-5-(2-methanesulfonylphenyl)-1H-pyrazol-3-yl]formamido}-5-(piperidin-1-yl)pentanamide C1(CCC1)NC(C[C@H](CCN1CCCCC1)NC(=O)C1=NN(C(=C1)C1=C(C=CC=C1)S(=O)(=O)C)C1CCCC1)=O